phthalic acid monoamide C(C=1C(C(=O)O)=CC=CC1)(=O)N